CC1=C(OC(=C1C)CCCCC)CCCCCCCCC(=O)O 3,4-dimethyl-5-pentyl-2-furannonanoic acid